2-chloro-4-(methylthio)-3-nitropyridine ClC1=NC=CC(=C1[N+](=O)[O-])SC